C(C1CO1)OC[SiH](OCC)OCC 1-glycidyloxymethyl-diethoxysilane